(R)-N-(4-(1-((2-amino-5-chloropyridin-3-yl)oxy)ethyl)-pyridin-2-yl)-3-methylbenzamide NC1=NC=C(C=C1O[C@H](C)C1=CC(=NC=C1)NC(C1=CC(=CC=C1)C)=O)Cl